N(C)CC(=O)OCCC(CN(C)C(=O)OC(C)(C)C)=O (N-(tert-butoxycarbonyl)-sarcosyl)-ethyl sarcosinate